7-(3-Methoxybenzyl)-2,5-dimethylthiazolo[3',2':1,2]pyrrolo[3,4-d]pyridazin-6(7H)-one COC=1C=C(CN2N=CC=3C(C2=O)=C(N2C3SC(=C2)C)C)C=CC1